C(CCCCCCCCCCCCCCC)(=O)N([C@@](C(O)[2H])(CO)[2H])[2H] N-palmitoyl-serinol-d3